BrC1=NC=C(C=C1)F C2-bromo-5-fluoropyridine